N(=C=S)CCCCCS(=O)(=O)C 1-isothiocyanato-5-(methylsulfonyl)pentane